OC1=C(C=O)C=C(C=C1)C=1C=NC=CC1 2-hydroxy-5-(3-pyridyl)benzaldehyde